(2S,3S,4S,5R,6S)-2-(methoxycarbonyl)-6-(2-nitro-4-((((4-nitrophenoxy)carbonyl)oxy)methyl)phenoxy)tetrahydro-2H-pyran-3,4,5-triyl triacetate C(C)(=O)O[C@@H]1[C@H](O[C@H]([C@@H]([C@H]1OC(C)=O)OC(C)=O)OC1=C(C=C(C=C1)COC(=O)OC1=CC=C(C=C1)[N+](=O)[O-])[N+](=O)[O-])C(=O)OC